O=C1N=C2N(C3=CC=CC=C3CN2)C1C#CC oxo-1-(prop-1-yn-1-yl)-1,2,4,5-tetrahydroimidazo[1,2-a]quinazoline